C(C)OC=1C(=CC2=CN(N=C2C1)C)C(=O)NC1=CC=C(N=N1)C=1CCN(C(C1)C)C(=O)OC(C)(C)C tert-butyl 4-(6-(6-ethoxy-2-methyl-2H-indazole-5-carboxamido) pyridazin-3-yl)-6-methyl-3,6-dihydropyridine-1(2H)-carboxylate